C(C(=C)C)(=O)OCCNC(C(=C1C2=CC=CC=C2N(C=2C=CC(=CC12)OC)CCCC)C#N)=O 2-(2-cyano-2-(2-methoxy-10-butylacridin-9(10H)-ylidene)acetamido)-ethyl methacrylate